6-bromo-1-methyl-2-oxo-4-(piperazin-1-yl)-1,2-dihydro-1,5-naphthyridine-3-carbonitrile BrC=1N=C2C(=C(C(N(C2=CC1)C)=O)C#N)N1CCNCC1